1-(6-(trifluoromethyl)pyridin-2-yl)piperazine FC(C1=CC=CC(=N1)N1CCNCC1)(F)F